BrC1=CC(=CNC1=O)C(=O)O 5-bromo-6-oxo-1,6-dihydropyridine-3-carboxylic acid